C(#N)C=1C=NC=CC1NC(=O)C1=NC2=NC=3C=C(C=CC3N2C=C1)OC N-(3-cyanopyridin-4-yl)-5-methoxy-1,8,10-triazatricyclo[7.4.0.02,7]trideca-2(7),3,5,8,10,12-hexaene-11-carboxamide